BrC1=NN2C(N=C(C(=C2C)Cl)C)=C1 Bromo-6-chloro-5,7-dimethylpyrazolo[1,5-a]pyrimidine